C(C)C(CCCCC)OCCO 2-[(1-ethylhexyl)oxy]ethanol